1-(3-fluoro-4-(5-(trifluoromethyl)-1,2,4-oxadiazol-3-yl)phenyl)-2-phenoxyethan-1-one FC=1C=C(C=CC1C1=NOC(=N1)C(F)(F)F)C(COC1=CC=CC=C1)=O